(9R,13S)-13-Amino-3,9-dimethyl-3,4,7,15-tetraazatricyclo[12.3.1.02,6]octadeca-1(18),2(6),4,14,16-pentaen-8-on N[C@H]1CCC[C@H](C(NC=2C=NN(C2C=2C=CN=C1C2)C)=O)C